CC=1NC(=CN1)CO (2-methyl-1H-imidazol-5-yl)methanol